FC(SC1=CC=C(C=C1)C1(CC1)C1=NOC(=N1)CC(C(=O)NCC(=O)OC(C)(C)C)=C)(F)F tert-butyl (2-((3-(1-(4-((trifluoromethyl)thio)phenyl)cyclopropyl)-1,2,4-oxadiazol-5-yl)methyl)acryloyl)glycinate